CC(CCCCC(O)O)(C)C trimethylhex-anediol